tetraoctyl-ammonium fluoride [F-].C(CCCCCCC)[N+](CCCCCCCC)(CCCCCCCC)CCCCCCCC